C(C)(C)(C)OC(=O)C1(C(C1)NC)C(C#CC(=O)OCC)O ethyl 4-(1-[(tert-butoxy)carbonyl](methyl)aminocyclopropyl)-4-hydroxybut-2-ynoate